((2-(2,6-dioxopiperidin-3-yl)-1-oxoisoindolin-4-yl)amino)butyric acid O=C1NC(CCC1N1C(C2=CC=CC(=C2C1)NC(C(=O)O)CC)=O)=O